3-[5-(2,2-dimethoxyethyl)-3-methyl-2-oxo-2,3-dihydro-1H-benzimidazol-1-yl]piperidine-2,6-dione COC(CC1=CC2=C(N(C(N2C)=O)C2C(NC(CC2)=O)=O)C=C1)OC